5-oxo-5,8-dihydropyrido[2,3-d]pyrimidin-8-ium 2,2,2-trifluoroacetate FC(C(=O)[O-])(F)F.O=C1C=C[NH2+]C=2N=CN=CC21